glycerol monooctanate C(CCCCCCC)(=O)OCC(O)CO